bis(4-octylphenol) bisphosphate P(=O)(O)(O)O.P(=O)(O)(O)O.C(CCCCCCC)C1=CC=C(C=C1)O.C(CCCCCCC)C1=CC=C(C=C1)O